[Br-].O=C[C@H](O)[C@H](O)[C@@H](O)[C@@H](O)CO L-mannose bromide